ClC=1C=CC(=C(C1)N1CON(CO1)C(C(=O)O)CC=1C=NN(C1)C)N1N=NC(=C1)Cl 2-(4-(5-Chloro-2-(4-chloro-1H-1,2,3-triazol-1-yl)phenyl)-2,5-dioxapiperazin-1-yl)-3-(1-methyl-1H-pyrazol-4-yl)propionic acid